C(C)(C)(C)OC(N[C@@H](C1=NN(C=C1)C(F)F)C1CC1)=O (R)-(cyclopropyl-(1-(difluoromethyl)-1H-pyrazol-3-yl)methyl)carbamic acid tert-butyl ester